COC=1C=C2C=CNC2=CC1 5-methoxy-1H-indol